3,5-difluoro-4-((8-methoxy-2-oxo-3,4-dihydropyrazino[2,3-c][1,8]naphthyridin-1(2H)-yl)methyl)benzenesulfonamide FC=1C=C(C=C(C1CN1C(CNC=2C=NC=3N=C(C=CC3C21)OC)=O)F)S(=O)(=O)N